methyl-1H-pyrazol-5-yl-carboxylate COC(=O)C1=CC=NN1